(s)-N-(4-((1-(3-chlorophenethyl)piperidin-3-yl)methoxy)phenyl)-N-methylmethanesulfonamide ClC=1C=C(CCN2C[C@H](CCC2)COC2=CC=C(C=C2)N(S(=O)(=O)C)C)C=CC1